hydroxyethyl-trimethylammonium 9,10-bishydroxystearate OC(CCCCCCCC(=O)[O-])C(CCCCCCCC)O.OCC[N+](C)(C)C